CS(=O)(=O)N1CC2=CC=CC=C2CC1 2-(methylsulfonyl)-1,2,3,4-tetrahydro-isoquinolin